C(C)(C)(C)N\C=C/1\C(OC2=CC=CC=C2C1=O)N1C=C(C2=CC=CC=C12)C (Z)-3-((tert-butylamino)methylene)-2-(3-methyl-1H-indol-1-yl)chroman-4-one